C(C=C)(=O)N1C[C@@H](CCC1)N1N=C(C=2C1=NC=NC2N)C2=CC=C(C1=C2OCO1)NC(CC1=CC=CC=C1)=O (R)-N-(7-(1-(1-acryloylpiperidin-3-yl)-4-amino-1H-pyrazolo[3,4-d]pyrimidin-3-yl)benzo[d][1,3]dioxol-4-yl)-2-phenylacetamide